COC1=C(C=C(C=C1)C=1N=C2N(C(C1)=O)C=C(C=C2)N2CCNCC2)OC(F)(F)F 2-[4-methoxy-3-(trifluoromethoxy)phenyl]-7-(piperazin-1-yl)-4H-pyrido[1,2-a]pyrimidin-4-one